indeno[1,2-b]benzofuran-10-one C1=C2C(C3=C(OC4=C3C=CC=C4)C2=CC=C1)=O